COC(=O)C1CCN(CC1)C(=O)C1=NN(C(=C1)C1=CC(=NC=C1F)OC)C1OCCCC1 (5-(5-fluoro-2-methoxypyridin-4-yl)-1-(tetrahydro-2H-pyran-2-yl)-1H-pyrazole-3-carbonyl)piperidine-4-carboxylic acid methyl ester